C1(CC1)C1=C(C=CC=C1C(F)(F)F)C(C(=O)O)N1CC(C1)OCCCCCC1=NC=2NCCCC2C=C1 2-(2-cyclopropyl-3-(trifluoromethyl)phenyl)-2-(3-((5-(5,6,7,8-tetrahydro-1,8-naphthyridin-2-yl)pentyl)oxy)azetidin-1-yl)acetic acid